C(C)(C)(C)OC(=O)N1CCC(CC1)C1(CC1)C1=NC2=CC(=NC=C2C=C1)Cl 4-[1-(7-chloro-1,6-naphthyridin-2-yl)cyclopropyl]Piperidine-1-carboxylic acid tert-butyl ester